OC(C)C1=NOC(=C1)C(=O)NCC=1SC(=NN1)C1=CC=CC=C1 3-(1-hydroxyethyl)-N-((5-phenyl-1,3,4-thiadiazol-2-yl)methyl)isoxazole-5-carboxamide